OC=1C=NC(=NC1)N1C(=NC2=C(C1=O)SC=N2)SCC2=C(C=C(C=C2F)F)F 6-(5-Hydroxypyrimidin-2-yl)-5-((2,4,6-trifluorobenzyl)thio)thiazolo[4,5-d]pyrimidin-7(6H)-one